tert-butyl (Z)-4-(methoxymethylene)-2-methylpiperidine-1-carboxylate CO\C=C\1/CC(N(CC1)C(=O)OC(C)(C)C)C